(S)-4-methyl-2-(3-naphthalen-1-ylmethyl-ureido)-pentanoylhydroxylamine CC(C[C@@H](C(=O)NO)NC(=O)NCC1=CC=CC2=CC=CC=C12)C